octacosanol isostearate C(CCCCCCCCCCCCCCC(C)C)(=O)OCCCCCCCCCCCCCCCCCCCCCCCCCCCC